(Z)-1-(3-(5-(dimethylamino)-2-isopropylphenyl)-4-oxothiazolidin-2-ylidene)-3-(2-(methoxymethoxy)-4-(1-(4-(trifluoromethoxy)phenyl)-1H-1,2,4-triazol-3-yl)phenyl)urea CN(C=1C=CC(=C(C1)N1/C(/SCC1=O)=N/C(=O)NC1=C(C=C(C=C1)C1=NN(C=N1)C1=CC=C(C=C1)OC(F)(F)F)OCOC)C(C)C)C